S(N)(=O)(=O)CC1(CC1)C(=O)OC methyl 1-(sulfamoylmethyl)cyclopropane-1-carboxylate